3-(5-((R)-1-benzylazepan-4-yl)-1-oxoisoindolin-2-yl)piperidine-2,6-dione C(C1=CC=CC=C1)N1CC[C@@H](CCC1)C=1C=C2CN(C(C2=CC1)=O)C1C(NC(CC1)=O)=O